(3-ethyl-2,6-dioxo-1-propyl-8-(1-(3-(trifluoromethyl)benzyl)-1H-pyrazol-4-yl)-1,2,3,6-tetrahydro-7H-purin-7-yl)methyl cyclohexanecarboxylate C1(CCCCC1)C(=O)OCN1C(=NC=2N(C(N(C(C12)=O)CCC)=O)CC)C=1C=NN(C1)CC1=CC(=CC=C1)C(F)(F)F